OC=1C=NC=CC1C(=O)C1=NC=CC=C1 (3-hydroxypyridin-4-yl)(pyridin-2-yl)methanone